(2-nitro-6-phenylbenzo[5,6]phenanthro[3,4-b]furan-1-yl)diphenylphosphine oxide [N+](=O)([O-])C1=C(C2=C(O1)C=CC=1C(=CC=3C=CC4=C(C3C12)C=CC=C4)C4=CC=CC=C4)P(C4=CC=CC=C4)(C4=CC=CC=C4)=O